[(3S)-3-aminopiperidin-1-yl]carboxylate N[C@@H]1CN(CCC1)C(=O)[O-]